(S)-3,3'-bis(3,5-ditrifluoromethylphenyl)-1,1'-binaphthol phosphate P(=O)(O)(O)OC=1C(=C2C=CC=CC2=CC1C1=CC(=CC(=C1)C(F)(F)F)C(F)(F)F)C1=CC(=CC2=CC=CC=C12)C1=CC(=CC(=C1)C(F)(F)F)C(F)(F)F